(R)-4-((2,6-dimethylpyridin-4-yl)((8-isopropyl-4-oxochroman-7-yl)oxy)methyl)benzamide CC1=NC(=CC(=C1)[C@@H](C1=CC=C(C(=O)N)C=C1)OC1=CC=C2C(CCOC2=C1C(C)C)=O)C